7-chloro-N-cyclopropyl-3-(2,6-dichloro-3,5-dimethoxyphenyl)-2,6-naphthyridine-1-amine ClC1=NC=C2C=C(N=C(C2=C1)NC1CC1)C1=C(C(=CC(=C1Cl)OC)OC)Cl